(7-(8-ethyl-7-fluoro-3-hydroxynaphthalen-1-yl)-6,8-difluoro-2-(((2R,7aS)-2-fluorohexahydro-1H-pyrrolizin-7a-yl)methoxy)quinazolin-4-yl)-1,3,7-triazaspiro[4.5]decane-2,4-dione C(C)C=1C(=CC=C2C=C(C=C(C12)C1=C(C=C2C(=NC(=NC2=C1F)OC[C@]12CCCN2C[C@@H](C1)F)N1C(NC(C12CNCCC2)=O)=O)F)O)F